((2S,3S)-3-(2-methylphenyl)-1,4-dioxaspiro[4.5]dec-2-yl)methanol CC1=C(C=CC=C1)[C@H]1[C@@H](OC2(O1)CCCCC2)CO